COC(=O)C1=[N+](C=C(C=C1)C(=O)OC)[O-] 2,5-bis(methoxycarbonyl)pyridine 1-oxide